C(C=C)(=O)N1[C@@H](CN(CC1)C(=O)OC1=CC=C2C=NC(=NC2=C1)OC)C 2-methoxyquinazolin-7-yl (R)-4-acryloyl-3-methylpiperazine-1-carboxylate